tert-butyl-4-(5-(6-methoxy-2-methyl-2H-indazole-5-carboxamido)pyrazin-2-yl)piperazine C(C)(C)(C)N1CCN(CC1)C1=NC=C(N=C1)NC(=O)C1=CC2=CN(N=C2C=C1OC)C